(4-butoxyethyl)-isophthalate CCCCOCCOC(C1=CC(C(=O)[O-])=CC=C1)=O